Dimethyl 2-(1-(2-phenyl-1H-pyrrol-1-yl)cyclopropane-1-carbonyl)malonate C1(=CC=CC=C1)C=1N(C=CC1)C1(CC1)C(=O)C(C(=O)OC)C(=O)OC